O1C(COCC1)CN 2-dioxan-methylamine